methyl 2-[ethyl (isopropyl) amino]-5,7-dihydrofuro[3,4-b]pyridine-3-carboxylate C(C)N(C1=C(C=C2C(=N1)COC2)C(=O)OC)C(C)C